ClC1=NC(=C2C(=N1)N(N=C2)[C@H]2[C@@H]([C@@H]([C@H](O2)COCP(O)(O)=O)O)O)N[C@@H]2C(CCC2)(C)C ((((2R,3S,4R,5R)-5-(6-chloro-4-(((S)-2,2-dimethylcyclopentyl)amino)-1H-pyrazolo[3,4-d]pyrimidin-1-yl)-3,4-dihydroxytetrahydrofuran-2-yl)methoxy)methyl)phosphonic acid